(2-methoxyethyl)pyridine-3,4-diamine COCCC1=NC=CC(=C1N)N